N-[(2R)-1,4-Dioxan-2-ylmethyl]-8-methyl-2-{[(2S)-4-methylmorpholin-2-yl]methyl}-4,5-dihydro-2H-furo[2,3-g]indazol-7-carboxamid O1[C@@H](COCC1)CNC(=O)C1=C(C2=C(CCC3=CN(N=C23)C[C@@H]2CN(CCO2)C)O1)C